N-formyl-N-[2-oxo-2-(1-oxo-3,4-dihydroisoquinolin-2(1H)-yl)ethyl]cyclohexanecarboxamide benzyl-(1R,2S,6R)-2-(4-bromophenyl)-6-((4-isopropylphenyl)carbamoyl)cyclohexane-1-carboxylate C(C1=CC=CC=C1)OC(=O)[C@@H]1[C@H](CCC[C@H]1C(NC1=CC=C(C=C1)C(C)C)=O)C1=CC=C(C=C1)Br.C(=O)N(C(=O)C1CCCCC1)CC(N1C(C2=CC=CC=C2CC1)=O)=O